6-(4-(4-(cyclopropylmethyl)piperazin-1-yl)phenyl)-2-(3,4-dimethoxyphenyl)-1,4-dimethyl-1H-imidazo[4,5-c]pyridine C1(CC1)CN1CCN(CC1)C1=CC=C(C=C1)C1=CC2=C(C(=N1)C)N=C(N2C)C2=CC(=C(C=C2)OC)OC